N[C@@H]1CN(CC[C@H]1F)C1=NC2=C(N1CC(=O)N(C)C)C(=CC(=C2)F)F 2-(2-((3R,4R)-3-Amino-4-fluoropiperidin-1-yl)-5,7-difluoro-1H-benzo[d]imidazol-1-yl)-N,N-dimethylacetamid